NCCCNC(CC1C2=CC=CC=C2C=2C=CC=CC12)=O N-(3-aminopropyl)-2-(9H-fluoren-9-yl)acetamide